2-(2-(3-pyridinyl)ethenyl)-8-hydroxyquinoline-7-carboxylic acid N1=CC(=CC=C1)C=CC1=NC2=C(C(=CC=C2C=C1)C(=O)O)O